N[C@H]([C@@H](O)C1=CC=C(C=C1)[N+](=O)[O-])CO (1S,2S)-2-Amino-1-(4-nitrophenyl)-1,3-propanediol